S(=O)(=O)(O)O.C1N2C=3C(NC(=NC3NC[C@@H]2CN1C1=CC=C(C(N[C@@H](CCC(=O)O)C(=O)O)=O)C=C1)N)=O.C1N2C=3C(NC(=NC3NC[C@@H]2CN1C1=CC=C(C(N[C@@H](CCC(=O)O)C(=O)O)=O)C=C1)N)=O 5,10-methylene-(6R)-tetrahydrofolic acid hemisulfate salt